4-(2,6-dichloro-4-(hydroxymethyl)benzyl)-3-fluoro-2-isopropylphenol ClC1=C(CC2=C(C(=C(C=C2)O)C(C)C)F)C(=CC(=C1)CO)Cl